CC(=O)N[C@@H]1[C@H]([C@@H]([C@H](O[C@@H]1O[C@H]2[C@H]([C@@H]([C@H](O[C@@H]2O[C@@H]3[C@@H]([C@H](O[C@@H]([C@H]3O[C@H]4[C@@H]([C@H]([C@@H]([C@H](O4)CO)O)O)O)[C@H](CO)O)O)O)[C@H](CO)OP(=O)(O)OCCN)O)O[C@@H]5[C@@H]([C@H]([C@@H]([C@H](O5)CO)O)O)O)CO)O)O The molecule is a branched amino pentasaccharide and oligosaccharide phosphate comprising an N-acetyl-D-glucosamine residue, two D-glucose residues and two L-glycero-D-manno-heptose residues (one of which is phosphoethanolamine-substituted on O-6), with linkages as shown. It is an amino pentasaccharide and an oligosaccharide phosphate.